COC(=O)C1=CN(C(=C1)C(C(N[C@H](C(F)(F)F)C)=O)=O)C (S)-1-methyl-5-(2-oxo-2-((1,1,1-trifluoroprop-2-yl)amino)acetyl)-1H-pyrrole-3-carboxylic acid methyl ester